trans-4-((3-(2-Cyclopropyloxazol-4-yl)phenyl)((trans-4-(6-(dimethylamino) pyridine-3-yl)cyclohexyl)methyl) carbamoyl)cyclohexyl 3-hydroxyazetidine-1-carboxylate OC1CN(C1)C(=O)O[C@@H]1CC[C@H](CC1)C(N(C[C@@H]1CC[C@H](CC1)C=1C=NC(=CC1)N(C)C)C1=CC(=CC=C1)C=1N=C(OC1)C1CC1)=O